C(C1=CC=CC=C1)N1C2=C(SC(C1=O)C)C=CC(=C2)NC(=O)NC2=CNC1=CC=CC=C21 1-(4-benzyl-2-methyl-3-oxo-3,4-dihydro-2H-benzo[b][1,4]thiazin-6-yl)-3-(1H-indol-3-yl)urea